C(C)(C)(C)OC(=O)N1N=C(C=2C1=CN=C(C2)C2=C(C=CC=C2OC)F)NC(C2=CC=C(C=C2)Br)=O (4-Bromobenzoylamino)-5-(2-fluoro-6-methoxyphenyl)-1H-pyrazolo[3,4-c]pyridine-1-carboxylic acid tert-butyl ester